FC1=C(C(=O)C2=CNC3=NC=C(C=C32)C=3C=NC(=NC3)C(=O)N)C=CC(=C1NS(=O)(=O)CCC)F 5-(3-(2,4-difluoro-3-(propylsulfonamido)benzoyl)-1H-pyrrolo[2,3-b]pyridin-5-yl)pyrimidine-2-carboxamide